OC1C(COC(OC1)(C)C)N1CCNCCN(CCNCC1)C=O 1-(6-hydroxy-2,2-dimethyl-1,3-dioxepan-5-yl)-7-formyl-1,4,7,10-tetraazacyclododecane